N1C(CNCC1)C(C)(C)S 2-(piperazin-2-yl)propane-2-thiol